5-[4-(Difluoromethoxy)-3-fluoro-5-{[(1S)-1-(piperidin-4-yl)ethyl]amino}phenyl]-1,3,4-oxadiazol-2(3H)-one FC(OC1=C(C=C(C=C1N[C@@H](C)C1CCNCC1)C1=NNC(O1)=O)F)F